ClC=1C=C(C=C(C1F)Cl)[C@@]1(CC(=NO1)C1=CC=C(C2=C1CCO2)CNC(CC)=O)C(F)(F)F N-[[4-[(5S)-5-(3,5-dichloro-4-fluoro-phenyl)-5-(trifluoromethyl)-4H-isoxazol-3-yl]-2,3-di-hydrobenzofuran-7-yl]methyl]propanamide